F[C@@H]1[C@@]2(CC[C@H](C[C@H]1OC1=CC=C(N=N1)C1=C(C=C(C=C1)N1N=C(N=N1)C)O)N2)C 2-(6-(((1S,2R,3R,5R)-2-fluoro-1-methyl-8-azabicyclo[3.2.1]octan-3-yl)oxy)pyridazin-3-yl)-5-(5-methyl-2H-tetrazol-2-yl)phenol